F\C(\C(=O)NC=1C=C2C(=NC=NC2=CC1OC)NC1=C(C=C(C(=C1)C)OC1=CC2=CC=CC=C2C=C1)OC)=C\[C@@H]1N(CCC1)C (R,E)-2-fluoro-N-(7-methoxy-4-((2-methoxy-5-methyl-4-(naphthalen-2-yloxy)phenyl)amino)quinazolin-6-yl)-3-(1-methylpyrrolidin-2-yl)acrylamide